24,29,36-triazadotetracontan-42-oic acid CCCCCCCCCCCCCCCCCCCCCCCNCCCCNCCCCCCNCCCCCC(=O)O